(R)-2-((3-((1r,4S)-4-(Benzyloxy)cyclohexyl)propyl)amino)-1-(5-fluoro-pyridin-3-yl)ethan-1-ol C(C1=CC=CC=C1)OC1CCC(CC1)CCCNC[C@H](O)C=1C=NC=C(C1)F